C1=CC(=CC=C1CCC(=O)C2=C(C=C(C=C2O)O)O)O The molecule is a member of the class of dihydrochalcones that is dihydrochalcone substituted by hydroxy groups at positions 4, 2', 4' and 6'. It has a role as a plant metabolite and an antineoplastic agent. It derives from a dihydrochalcone.